FC=1C=C(C#N)C=CC1C=O 3-fluoro-4-formylbenzonitrile